C(C(C)(C)C)[Al](CC(C)(C)C)CC(C)(C)C tri-neopentyl-aluminum